tert-butyl (((1S,3aS,4S,5S,7aR)-5-((1R,2S,4S)-2-(((tert-butyldimethylsilyl)oxy)methyl)-4-hydroxy-1-methylcyclohexyl)-1-ethyl-7a-methyloctahydro-1H-inden-4-yl)methyl)carbamate [Si](C)(C)(C(C)(C)C)OC[C@@H]1[C@@](CC[C@@H](C1)O)(C)[C@@H]1[C@H]([C@@H]2CC[C@@H]([C@]2(CC1)C)CC)CNC(OC(C)(C)C)=O